C1(CC1)NC(O[C@@H]1CC[C@H](CC1)C(N(C[C@@H]1CC[C@H](CC1)C1=NC(=C(C=C1)OC)C)C1=NC=CC(=C1)C=1N=C(OC1)C1CC1)=O)=O trans-4-((4-(2-Cyclopropyloxazol-4-yl)pyridine-2-yl)-((trans-4-(5-meth-oxy-6-methylpyridin-2-yl)cyclohexyl)-methyl)carbamoyl)-cyclohexyl cyclopropylcarbamate